[(1R)-1-(2-{6-Cyclopropyl-4-[4-fluoro-2-(4-methyl-1,2,4-triazol-3-yl)phenyl]pyridin-2-yl}-7-fluoro-1,3-benzoxazol-5-yl)ethyl][(1-methoxycyclobutyl)methyl]amine C1(CC1)C1=CC(=CC(=N1)C=1OC2=C(N1)C=C(C=C2F)[C@@H](C)NCC2(CCC2)OC)C2=C(C=C(C=C2)F)C2=NN=CN2C